3-[2-(2-aminoethoxy)ethoxy]prop-1-yne NCCOCCOCC#C